CC1=C(C2=C(N1)C(CC2(C)C)=O)C(=O)OCC ethyl 2,4,4-trimethyl-6-oxo-1,4,5,6-tetrahydrocyclopenta[b]pyrrole-3-carboxylate